COC=1C=C(C=CC1OC)C1=CC=2C=NC(=CC2N1C)C=1CCN(CC1)C(=O)OCC1=CC=CC=C1 benzyl 4-(2-(3,4-dimethoxyphenyl)-1-methyl-1H-pyrrolo[3,2-c]pyridin-6-yl)-3,6-dihydropyridine-1(2H)-carboxylate